NC1=C(SC2=NC(=CN=C21)C)C(=O)N[C@H]2CC1=CC(=C(C=C1CC2)N2CCNCC2)F (R)-7-amino-N-(7-fluoro-6-(piperazin-1-yl)-1,2,3,4-tetrahydronaphthalen-2-yl)-3-methylthieno[2,3-b]pyrazine-6-carboxamide